ClC=1N=NC(=CC1CCCN)Cl 3-(3,6-dichloropyridazin-4-yl)propan-1-amine